tert-Butyl 4-{[(2-aminopyridin-4-yl)oxy]methyl}piperidine-1-carboxylate NC1=NC=CC(=C1)OCC1CCN(CC1)C(=O)OC(C)(C)C